C1(=CC=CC=C1)N1C(OC=C1C1=CC=CC=C1)CCC=NO 3-(3,4-diphenyl-1,3-oxazol-2-yl)propanal oxime